1-(methylsulfanyl)cyclopropanecarboxylic acid CSC1(CC1)C(=O)O